OCCOC1=NC(=NC(=C1)NC=1N=CN(C1)C)NC1C2CC3(CC(CC1C3)C2)O 4-[(4-(2-hydroxyethoxy)-6-[(1-methyl-1H-imidazol-4-yl)amino]pyrimidin-2-yl)amino]adamantan-1-ol